CN1CCC(CCC1)NC=1C=CC=2N(N1)C(=CN2)C2=CC(=CC=C2)C(F)(F)F N-(1-Methylazepan-4-yl)-3-[3-(trifluoromethyl)phenyl]imidazo[1,2-b]pyridazine-6-Amine